CN(CC(=O)NCC(N1CC2=CC(=CC=C2CC1)OC1=CC=C(C=C1)C(F)(F)F)=O)C 2-(dimethylamino)-N-(2-oxo-2-(7-(4-(trifluoro-methyl)phenoxy)-3,4-dihydroisoquinolin-2(1H)-yl)ethyl)acetamide